FC=1C=C(C=C(C1F)F)C=1C=NC=C(C(=O)OC)C1 methyl 5-(3,4,5-trifluorophenyl)nicotinate